1-(Phenylmethoxy)-6-chloro-4-iodo-2,7-naphthyridine C1(=CC=CC=C1)COC1=NC=C(C2=CC(=NC=C12)Cl)I